1-{3-bromo-4-[(2-[18F]fluoroethoxy)methyl]benzyl}guanidine, trifluoroacetic acid salt FC(C(=O)O)(F)F.BrC=1C=C(CNC(=N)N)C=CC1COCC[18F]